C(=O)C1CCNCC1 4-formylpiperidin